(5s,8r)-N-(2-chloro-4-fluoro-6-(hydroxymethyl)benzyl)-8-(cyanomethyl)-5-fluoro-8-hydroxy-5,6,7,8-tetrahydroquinoline-5-carboxamide ClC1=C(CNC(=O)[C@]2(C=3C=CC=NC3[C@](CC2)(O)CC#N)F)C(=CC(=C1)F)CO